8-({4'-[3-(5-cyclopropylpent-1-yn-1-yl)-4-[2-(3-cyclopropylpropyl)-2H-1,2,3,4-tetrazol-5-yl]benzamido]-[1,1'-biphenyl]-4-yl}carbamoyl)naphthalene-1-carboxylic acid C1(CC1)CCCC#CC=1C=C(C(=O)NC2=CC=C(C=C2)C2=CC=C(C=C2)NC(=O)C=2C=CC=C3C=CC=C(C23)C(=O)O)C=CC1C=1N=NN(N1)CCCC1CC1